3-(benzylsulfanyl)-2-chloro-4-nitropyridine C(C1=CC=CC=C1)SC=1C(=NC=CC1[N+](=O)[O-])Cl